C(OC)(OC)OC trimethylorthoformate